N1N=CC(=C1)CCNC1=NC(=NC(=C1C)C)C(=O)NCC1=CC(=CC=C1)F 4-((2-(1H-pyrazol-4-yl)ethyl)amino)-N-(3-fluorobenzyl)-5,6-dimethylpyrimidine-2-carboxamide